ClCC(COC1=C(C=C(C=C1)C(C)(C)C1=CC=C(C=C1)OCC(CN1C=NC=C1)O)Cl)O 1-chloro-3-(2-chloro-4-(2-(4-(2-hydroxy-3-(1H-imidazol-1-yl)propoxy)phenyl)propan-2-yl)phenoxy)propan-2-ol